methyl 3,5-dimethyl-heptanoate CC(CC(=O)OC)CC(CC)C